Cl.C(C)N=C=NCCCN(C)C 1-Ethyl-3-(3-(dimethylamino)propyl)-carbodiimide hydrochloride